3-(3-(5-amino-6-((1-(1-methylpiperidin-4-yl)-1H-pyrazol-4-yl)oxy)pyrazin-2-yl)-5-methylphenyl)tetrahydrofuran-3-ol NC=1N=CC(=NC1OC=1C=NN(C1)C1CCN(CC1)C)C=1C=C(C=C(C1)C)C1(COCC1)O